C(CCC)N(C(=O)OCC1=C(N=NN1C)C1=CC=C(C(=N1)C)C#CC1(CC1)CC(=O)O)C 2-(1-((6-(5-(((butyl(methyl)carbamoyl)oxy)methyl)-1-methyl-1H-1,2,3-triazol-4-yl)-2-methylpyridin-3-yl)ethynyl)cyclopropyl)acetic acid